FC=1C(=NC=C(C1)C(C(C(F)(F)F)(F)F)(F)F)C=1C(=C(C(=O)N)C=C(C1)[N+](=O)[O-])SC1=NN=NN1C1CN(CC1)CCO [3-fluoro-5-(1,1,2,2,3,3,3-heptafluoropropyl)-2-pyridyl]-2-[1-[1-(2-hydroxyethyl)pyrrolidin-3-yl]tetrazol-5-yl]sulfanyl-5-nitro-benzamide